2-tert-butyl-4h,5h,6h-cyclopenta[b]thiophen-3-amine C(C)(C)(C)C1=C(C2=C(S1)CCC2)N